7-methoxy-2-(2-methylpyrazol-3-yl)benzothiophene-3-carbonitrile COC1=CC=CC=2C(=C(SC21)C=2N(N=CC2)C)C#N